1-((3-((3R,5R)-5-(3-fluorophenyl)tetrahydro-furan-3-yl)-1,2,4-oxadiazol-5-yl)methyl)-7-methyl-1,7-dihydro-6H-purin-6-one FC=1C=C(C=CC1)[C@H]1C[C@@H](CO1)C1=NOC(=N1)CN1C=NC=2N=CN(C2C1=O)C